C(C)(=O)N[C@H]1[C@@H](OCC2=CC=CC=C2)O[C@@H](C([C@@H]1OCC1=CC=CC=C1)(F)F)COCC1=CC=CC=C1 Benzyl 2-acetamido-3,6-di-O-benzyl-2,4-dideoxy-4,4-difluoro-α-D-xylo-hexopyranoside